N-(3-(4-methylpiperazin-1-yl)propyl)pyrazine-2-carboxamide CN1CCN(CC1)CCCNC(=O)C1=NC=CN=C1